N1C=CC2=CC=CC(=C12)C#N 1H-INDOLE-7-CARBONITRILE